5-fluoro-1-(2-isocyanophenyl)-indole FC=1C=C2C=CN(C2=CC1)C1=C(C=CC=C1)[N+]#[C-]